ClC1CC(C1)[C@@H](C=1C=C(C=CC1)N1C(C2=CC(=CC(=C2C1)C(F)(F)F)CNC1(CCC1)C)=O)C1=NN=CN1C 2-(3-((S)-((1s,3R)-3-chlorocyclobutyl)(4-methyl-4H-1,2,4-triazol-3-yl)methyl)-phenyl)-6-(((1-methylcyclobutyl)amino)methyl)-4-(trifluoromethyl)isoindolin-1-one